5-bromo-7-((dimethylamino)methyl)benzofuran-3-carboxylic acid ethyl ester C(C)OC(=O)C1=COC2=C1C=C(C=C2CN(C)C)Br